COC(=O)C1=NC(=CC=C1)C(C)(C)O 6-(2-Hydroxy-prop-2-yl)pyridine-2-carboxylic acid methyl ester